COC1=CC=C(CNC2=NN(C(=C2)C)CC2=CC=C(C=C2)OC)C=C1 N,1-bis(4-methoxybenzyl)-5-methyl-1H-pyrazol-3-amine